COC=1C(=NC=C(C1)C=1C=NN(C1)C)NC(=O)C=1C(=NOC1C)C1=CC=CC=C1 N-[3-methoxy-5-(1-methylpyrazol-4-yl)-2-pyridyl]-5-methyl-3-phenyl-isoxazole-4-carboxamide